BrC=1C=C2N[C@H](CN(C2=CC1)C(C)C)C1=CC=CC=C1 (S)-6-bromo-1-isopropyl-3-phenyl-1,2,3,4-tetrahydroquinoxaline